N1(CC(CCC1)O)C1CCN(CC1)C1CCNCC1 [1,4':1',4''-terpiperidin]-3-ol